C(C)(C)(C)C1CCC(CC1)CN1[C@@H]([C@H]([C@@H]([C@H](C1)O)O)O)CF (2S,3R,4R,5S)-1-((4-(tert-butyl)cyclohexyl)methyl)-2-(fluoromethyl)piperidine-3,4,5-triol